(methanesulfonamido)-3-methyl-1H-pyrazol CS(=O)(=O)NN1N=C(C=C1)C